CC1([C@@H]([C@H]1C=C(C)C)C(=O)O)C (1R,3R)-trans-2,2-dimethyl-3-(2-methyl-1-propenyl)cyclopropane-1-carboxylic acid